[NH2+]1CCCN2C1=CCCCC2 octahydro-pyrimido[1,2-a]azepinium